5-bromo-2-(cyclopropylmethoxy)benzaldehyde BrC=1C=CC(=C(C=O)C1)OCC1CC1